(3R,4R)-4-(4,4-diethyl-2-imino-6-oxo-hexahydropyrimidin-1-yl)-N-[(1R,2R)-2-hydroxyindan-1-yl]-3-(methoxymethyl)chromane-6-carboxamide C(C)C1(NC(N(C(C1)=O)[C@@H]1[C@@H](COC2=CC=C(C=C12)C(=O)N[C@H]1[C@@H](CC2=CC=CC=C12)O)COC)=N)CC